3-iodobenzoyl-formic acid IC=1C=C(C(=O)C(=O)O)C=CC1